FC=1C=C(C=C(C1)F)C1=CC2=C(N(N=N2)CC2=CC=C(C=C2)C(F)(F)F)C(=C1)C(=O)N[C@@H](C)C1=CC=C(C(=O)O)C=C1 (S)-4-(1-(5-(3,5-difluorophenyl)-1-(4-(trifluoromethyl)benzyl)-1H-benzo[d][1,2,3]triazole-7-carboxamido)ethyl)benzoic acid